C1(=CC=C(C=C1)N(C1=CC=C(C=C1)C1=CC(=CC=C1)B1OC(C(O1)(C)C)(C)C)C1=CC=CC=C1)C1=CC=CC=C1 (biphenyl-4-yl)-phenyl-[3'-(4,4,5,5-tetramethyl-[1,3,2]-dioxaborolan-2-yl)-biphenyl-4-yl]-amine